4,8,12-tetradecatriene CCCC=CCCC=CCCC=CC